FC(C1=CC=2OC[C@@H]3N(C2N=C1)CCNC3)(F)F (R)-3-(trifluoromethyl)-6,6a,7,8,9,10-hexahydropyrazino[1,2-d]pyrido[3,2-b][1,4]oxazine